CN(S(=O)(=O)N1CCC(CC1)CC1=C(C=C(C=C1)NC(OCC1=CN=CO1)=O)F)C oxazol-5-ylmethyl (4-((1-(N,N-dimethyl-sulfamoyl)piperidin-4-yl)methyl)-3-fluorophenyl)carbamate